Imino-Diacetic Acid N(CC(=O)O)CC(=O)O